C(CCCCC)C(C(=O)OCCCCC#CC=1C=NC=C(C1)C#CCCCCOC(C(CCCCCCCC)CCCCCC)=O)CCCCCCCC pyridine-3,5-diylbis(hex-5-yne-6,1-diyl) bis(2-hexyldecanoate)